N1CC(C1)NC(C1=CC=C(C=C1)NC1=NC=CC(=N1)NC1=NC(=NC=C1)C1=NC(=CC=C1)C)=O N-(azetidin-3-yl)-4-[[4-[[2-(6-methyl-2-pyridyl)pyrimidin-4-yl]amino]pyrimidin-2-yl]amino]benzamide